[6-(3-cyclopropyl-1,2,4-triazol-1-yl)-2-azaspiro[3.3]heptan-2-yl]methanone C1(CC1)C1=NN(C=N1)C1CC2(CN(C2)C=O)C1